tris(2,4'-di-tert-butylphenyl) phosphite P(OC1=C(C=C(C=C1)C(C)(C)C)C(C)(C)C)(OC1=C(C=C(C=C1)C(C)(C)C)C(C)(C)C)OC1=C(C=C(C=C1)C(C)(C)C)C(C)(C)C